FC=1C=C(C=CC1)N1N=C(C=C(C1=O)C(=O)NC(CO)C(C)C)C1=CC=C(C=C1)C 2-(3-fluorophenyl)-N-(1-hydroxy-3-methylbut-2-yl)-6-(4-methylphenyl)-3-oxo-2,3-dihydropyridazine-4-carboxamide